2,6-dimethylphenanthrene CC1=CC=2C=CC3=CC=C(C=C3C2C=C1)C